C(C)(C)(C)C1=C(C=CC=C1)N1C(N=C(C2=C1N=C(C(=C2)F)Cl)N2[C@H](CN(CC2)C(=O)OC(C)(C)C)C)=O (S)-tert-butyl 4-(1-(2-(tert-butyl)phenyl)-7-chloro-6-fluoro-2-oxo-1,2-dihydropyrido[2,3-d]pyrimidin-4-yl)-3-methylpiperazine-1-carboxylate